O=C1NC=CC2=CC(=CC=C12)C=1C(=NNC1)C(F)(F)F 1-oxo-6-(3-(trifluoromethyl)-1H-pyrazol-4-yl)isoquinolin